BrC=1N=C(SC1)C=1C=C(C=CC1)[C@@]1(CCC2=C1N=CS2)O (R)-4-(3-(4-bromothiazol-2-yl)phenyl)-5,6-dihydro-4H-cyclopenta[d]thiazol-4-ol